O1[C@H](COCC1)CN1N=C2C3=C(CCC2=C1)OC(=C3C(F)(F)F)C(=O)OCC Ethyl 2-{[(2S)-1,4-dioxan-2-yl]methyl}-8-(trifluoromethyl)-4,5-dihydro-2H-furo[2,3-g]indazol-7-carboxylat